benzyl (2S,3R,4S)-2-({3-[(6-cyano-3-methylpyridin-2-yl)oxy]-2-fluorophenyl}methyl)-4-fluoro-3-[(methanesulfonyl)amino]pyrrolidine-1-carboxylate C(#N)C1=CC=C(C(=N1)OC=1C(=C(C=CC1)C[C@@H]1N(C[C@@H]([C@@H]1NS(=O)(=O)C)F)C(=O)OCC1=CC=CC=C1)F)C